NC=1N=C(SC1C(C1=CC=C(C=C1)OC(F)F)=O)N(C1=CC=C(C=C1)OCC1=CC=CC=C1)[C@H](C(=O)N)C (S)-2-(N-[4-amino-5-[4-(difluoromethoxy)benzoyl]thiazol-2-yl]-4-benzyloxy-anilino)propanamide